CN(C(=O)C1=CN=C(N=N1)N[C@@H]1C[C@H](CC1)NC1=CC=C(C=N1)N1C(C=CC=C1)=O)C N,N-Dimethyl-3-(((1S,3S)-3-((2-oxo-2H-[1,3'-bipyridin]-6'-yl)amino)cyclopentyl)amino)-1,2,4-triazine-6-carboxamide